methyl 3-(1,4-dimethyl-1H-benzo[d][1,2,3]triazol-5-yl)-3-(3-(((R)-2-ethyl-2,3-dihydro-[1,4]oxazepino[7,6-g]quinolin-4(5H)-yl)methyl)phenyl)-2,2-dimethylpropanoate CN1N=NC2=C1C=CC(=C2C)C(C(C(=O)OC)(C)C)C2=CC(=CC=C2)CN2C[C@H](OC1=CC=3C=CC=NC3C=C1C2)CC